CN(C1CCC2(CCN(CC2)C(CCC#N)=O)CC1)C=1C2=C(N=CN1)NC=C2 4-{9-[Methyl-(7H-pyrrolo[2,3-d]pyrimidin-4-yl)-amino]-3-aza-spiro[5.5]undec-3-yl}-4-oxo-butyronitrile